1-(6-(6-chloro-2-(3-(dimethylamino)azetidin-1-yl)-8-fluoro-7-(3-hydroxynaphthalen-1-yl)quinazolin-4-yl)-2,6-diazaspiro[3.4]oct-2-yl)prop-2-en-1-one ClC=1C=C2C(=NC(=NC2=C(C1C1=CC(=CC2=CC=CC=C12)O)F)N1CC(C1)N(C)C)N1CC2(CN(C2)C(C=C)=O)CC1